C(N)(=O)CCCCCN1\C(\C(C2=CC(=CC=C12)S(=O)(=O)O)(C)C)=C/C=C/C=C/C1=[N+](C2=CC=CC=C2C1(C)C)CCCCS(=O)(=O)O 2-[(1e,3e)-5-[(2Z)-1-(5-carbamoylpentyl)-3,3-dimethyl-5-sulfo-2,3-dihydro-1H-indol-2-ylidene]penta-1,3-dien-1-yl]-3,3-dimethyl-1-(4-sulfobutyl)-3H-indol-1-ium